FC1=C(C(=CC(=C1)[N+](=O)[O-])F)N1N=C(C=C1)NC(=O)C1=C(C(=O)O)C=CC=C1 2-{[1-(2,6-difluoro-4-nitrophenyl)-1H-pyrazol-3-yl]carbamoyl}benzoic acid